OC1(CN(C1)C(CC1=CC=C(C=C1)NC=1N=CC2=C(N1)CN(CC2)C2=C(C1=C(OCCN1)N=C2)C)=O)C 1-(3-hydroxy-3-methylazetidin-1-yl)-2-{4-[(7-{8-methyl-1H,2H,3H-pyrido[2,3-b][1,4]oxazin-7-yl}-5H,6H,7H,8H-pyrido[3,4-d]pyrimidin-2-yl)amino]phenyl}ethan-1-one